1-phenyl-1-bromo-methane C1(=CC=CC=C1)CBr